N-((2-(3-bromo-1H-pyrazol-1-yl)-1,6-naphthyridin-7-yl)methyl)-4-methyl-3-(methylsulfonyl)benzamide BrC1=NN(C=C1)C1=NC2=CC(=NC=C2C=C1)CNC(C1=CC(=C(C=C1)C)S(=O)(=O)C)=O